3-chlorobenzen-2,4,6-d3-amine ClC1=C(C(=C(C=C1[2H])[2H])N)[2H]